FC=1C=2C3=C(C(NC3=CC1)=O)C=C(C2)CN2[C@H](CN(CC2)C(=O)OC(C)(C)C)C(C)C (S)-tert-butyl 4-((6-fluoro-2-oxo-1,2-dihydrobenzo[cd]indol-4-yl)methyl)-3-isopropylpiperazine-1-carboxylate